CC1=CC2=C(C=C1)NC1=CC=C(C=C1C21C2=CC=CC=C2C=2C=CC=CC12)C 2,7-dimethyl-10H-spiro[acridine-9,9'-fluorene]